C(C)(=O)[O-].C(C)[NH+]1CCC(CC1)CC 1,4-diethylpiperidinium acetate